Dimethylsilyl Trifluoromethanesulfonate FC(S(=O)(=O)O[SiH](C)C)(F)F